COC1=C(C(=O)NC2=NN=NN2)C=CC(=C1)C1=NC(=CN=C1)C=1SC=C(C1)NC(CCC)=O 2-methoxy-4-(6-(4-butyramidothiophen-2-yl)pyrazin-2-yl)-N-(1H-tetrazol-5-yl)benzamide